ClC=1C=C(C=C(C1)Cl)C=1C(=CC=C2C(=C(C=NC12)N)N1CCOCC1)F 8-(3,5-dichlorophenyl)-7-fluoro-4-morpholinoquinolin-3-amine